CN1CCC(=CCC1)C=1C=C2CN(C(C2=CC1)=O)C1C(NC(CC1)=O)=O 3-(5-(1-methyl-2,3,6,7-tetrahydro-1H-azepin-4-yl)-1-oxoisoindolin-2-yl)piperidine-2,6-dione